C1(CC1)C(=O)NC=1N=C2N(C(=CC=C2)C=2C=C(C=C(C2O)F)C2=CC=C(O2)P(O)(O)=O)C1 (5-(3-(2-(cyclopropanecarboxamido)imidazo[1,2-a]pyridin-5-yl)-5-fluoro-4-hydroxyphenyl)furan-2-yl)phosphonic acid